[1-methyl-2-(3-methylpyridin-2-yl)pyrrolo[2,3-c]pyridin-5-yl]cyclopropanecarboxamide CN1C(=CC=2C1=CN=C(C2)C2(CC2)C(=O)N)C2=NC=CC=C2C